2-Ethylsulfanyl-N-[(3-fluorophenyl)-methyl]-4-methyl-6-(3-propyl-morpholin-4-yl)-pyridine-3-carboxylic acid amide C(C)SC1=NC(=CC(=C1C(=O)NCC1=CC(=CC=C1)F)C)N1C(COCC1)CCC